BrC1=C2C=CC3=CC=C(C4=CC=C(C=C1)C2=C43)N(C4=CC=CC=C4)C=4C=CC=3C(C2=CC=CC=C2C3C4)(C)C 6-bromo-N-(9,9-dimethyl-9H-fluoren-3-yl)-N-phenylpyrene-1-amine